(S)-1-(3-chloro-4-methoxyphenyl)-5-(5-(3,5-dimethylisoxazol-4-yl)-1-(trans-(1r,3r)-3-methoxycyclopentyl)-1H-benzo[d]imidazol-2-yl)pyrrolidin-2-one ClC=1C=C(C=CC1OC)N1C(CC[C@H]1C1=NC2=C(N1[C@H]1C[C@@H](CC1)OC)C=CC(=C2)C=2C(=NOC2C)C)=O